2-((6-cyanopyridin-2-yl)amino)-4-((3-(5-fluoropyrimidin-2-yl)-2-methoxyphenyl)amino)-N-methylpyrimidine C(#N)C1=CC=CC(=N1)NC1N(C=CC(=N1)NC1=C(C(=CC=C1)C1=NC=C(C=N1)F)OC)C